O=C1N(C(CN1C1=C(C=CC=C1)C(F)(F)F)=O)CC1=CC(=C(OC(C(=O)OCC)(C)C)C(=C1)C)C Ethyl 2-(4-((2,5-dioxo-3-(2-(trifluoromethyl)phenyl) imidazolidin-1-yl)methyl)-2,6-dimethylphenoxy)-2-methylpropionate